indium cobalt oxide [Co]=O.[In]